2-(Methylthio)pyrazolo[1,5-a]-1,3,5-triazin CSC1=NC=2N(C=N1)N=CC2